(3R)-4-amino-N-((5-cyano-2-pyridinyl)methyl)-3-methyl-N-((1S)-1-(tetrahydro-2H-pyran-4-yl)ethyl)-1,3-dihydrofuro[3,4-c]quinoline-8-carboxamide NC1=NC=2C=CC(=CC2C2=C1[C@H](OC2)C)C(=O)N([C@@H](C)C2CCOCC2)CC2=NC=C(C=C2)C#N